BrC=1C=CC(=C(CNC(OC(C)(C)C)=O)C1)CC tert-Butyl (5-bromo-2-ethylbenzyl)carbamate